CC(C(C(C(COC(=O)C)OC)OC(=O)C)OC)OC(=O)C 1,3,5-tri-O-acetyl-6-deoxy-2,4-di-O-methylhexitol